C(=O)(O)CC1=CC(=C(C(=O)NC2=CC(=C(C(=O)O)C=C2)O)C=C1O)O 4-(4-(carboxymethyl)-2,5-dihydroxybenzoylamino)-2-hydroxybenzoic acid